N-(2,4-difluorobenzyl)-1-(3,5-difluorobenzyl)-3-methyl-2-oxo-1,2,3,4-tetrahydroquinazoline-7-carboxamide FC1=C(CNC(=O)C2=CC=C3CN(C(N(C3=C2)CC2=CC(=CC(=C2)F)F)=O)C)C=CC(=C1)F